(8-fluoro-2-(6-methoxypyridin-3-yl)chroman-6-yl)methylamine FC=1C=C(C=C2CCC(OC12)C=1C=NC(=CC1)OC)CN